1-(2-(6-Chloro-3-((4-chloro-3-fluorophenyl)amino)-9H-carbazol-1-yl)ethyl)guanidine ClC=1C=C2C=3C=C(C=C(C3NC2=CC1)CCNC(=N)N)NC1=CC(=C(C=C1)Cl)F